C1(CCC1)N1CCC(CC1)COC=1C(=CC2=C(C(C=3NC4=CC(=CC=C4C3C2=O)C#N)(C)C)C1)OC(C)C 8-(1-Cyclobutyl-piperidin-4-ylmethoxy)-9-isopropoxy-6,6-dimethyl-11-oxo-6,11-dihydro-5H-benzo[b]carbazole-3-carbonitrile